(R)-methyl 2-(((benzyloxy)carbonyl)amino)-3-(3-(2-ethyl-4-methylpyridin-3-yl)-5-fluorobenzamido)propanoate C(C1=CC=CC=C1)OC(=O)N[C@@H](C(=O)OC)CNC(C1=CC(=CC(=C1)F)C=1C(=NC=CC1C)CC)=O